4-((4aR,7aS)-hexahydropyrrolo[3,4-b][1,4]oxazin-6(2H)-yl)-2,2-dimethyl-4-oxobutanoic acid O1[C@@H]2[C@H](NCC1)CN(C2)C(CC(C(=O)O)(C)C)=O